C(C)OP(=O)(OCC)[C@H](C1=CC2=C(SC(=C2)C(=O)O)C=C1)F |o1:8| (R) or (S)-5-((diethoxyphosphoryl)fluoromethyl)benzo[b]thiophene-2-carboxylic acid